C12CCC(CC1)(CC2)C(=O)O bicyclo[2.2.2]octane-4-carboxylic acid